FC=1C=CC(=C2CC[C@H](C12)NC=1C=CC(=NC1)[C@@H]1[C@H](C1)C(=O)O)[Si](C)(C)C (1S,2S)-2-[5-((R)-7-fluoro-4-trimethylsilyl-indan-1-ylamino)-pyridin-2-yl]Cyclopropanecarboxylic acid